(cis-3-hydroxycyclobutyl)-1-(4-(trifluoromethoxy)phenyl)-1H-pyrazolo[3,4-b]pyridine-3-carbonitrile O[C@H]1C[C@H](C1)C1=C2C(=NC=C1)N(N=C2C#N)C2=CC=C(C=C2)OC(F)(F)F